(S)-4-(5-(2-decanamido-3-(hexylamino)-3-oxopropyl)-2H-tetrazol-2-yl)benzoic acid C(CCCCCCCCC)(=O)N[C@@H](CC=1N=NN(N1)C1=CC=C(C(=O)O)C=C1)C(=O)NCCCCCC